FC1=CC=C(CNC2=CC=C(C(=N2)N2CCCC2)NC(CC(C)(C)C)=O)C=C1 N-[6-(4-Fluoro-benzylamino)-2-pyrrolidin-1-yl-pyridin-3-yl]-3,3-dimethyl-butyramide